FC1=C(C(=O)N2C(C(OCC2)C(=O)NC2=CC(=C(C=C2)C)C(F)(F)F)C2=CC=C(C=C2)[N+](=O)[O-])C(=CC=C1)C 4-(2-fluoro-6-methyl-benzoyl)-N-[4-methyl-3-(trifluoromethyl)phenyl]-3-(4-nitrophenyl)morpholine-2-carboxamide